(6aR,7aS)-5-(4-(1-cyclopropyl-4-(trifluoromethyl)-1H-imidazol-2-yl)benzyl)-3-(4-cyclopropyl-6-methoxypyrimidin-5-yl)-5,6a,7,7a-tetrahydro-6H-cyclopropa[4,5]pyrido[2,3-d]pyrimidin-6-one C1(CC1)N1C(=NC(=C1)C(F)(F)F)C1=CC=C(CN2C([C@H]3[C@@H](C=4C2=NC(=NC4)C=4C(=NC=NC4OC)C4CC4)C3)=O)C=C1